O(P([O-])(=O)OP(=O)([O-])[O-])C\C=C(\CO)/C (E)-4-hydroxy-3-methylbut-2-enyl pyrophosphate